(6-cyclopropyl-2-(((2-((1S*,2S*)-2-(4-methylpyrimidin-2-yl)cyclopropyl)quinolin-7-yl)amino)methyl)imidazo[1,2-a]pyridin-8-yl)-3-methylimidazolidine-2,4-dione C1(CC1)C=1C=C(C=2N(C1)C=C(N2)CNC2=CC=C1C=CC(=NC1=C2)[C@@H]2[C@H](C2)C2=NC=CC(=N2)C)N2C(N(C(C2)=O)C)=O |o1:24,25|